ClC1=CC2=C(C=C3N2C(=NN=C3)C(C)(C)O)S1 2-chloro-5-(2-hydroxy-prop-2-yl)thieno[2',3':4,5]Pyrrolo[1,2-d][1,2,4]Triazine